6-(azidomethyl)-1H-pyrrolo[3,2-c]pyridine-2-carbaldehyde N(=[N+]=[N-])CC1=CC2=C(C=N1)C=C(N2)C=O